tert-butyl 5-amino-5-oxo-4-(1-oxo-5-(3-phenyl-1-(2,2,2-trifluoroethyl)-1H-pyrazol-4-yl)isoindolin-2-yl)pentanoate NC(C(CCC(=O)OC(C)(C)C)N1C(C2=CC=C(C=C2C1)C=1C(=NN(C1)CC(F)(F)F)C1=CC=CC=C1)=O)=O